F[C@@H]1CC2=CC=3CCCC3C(=C2C1)NC(=O)N=[S@@](=O)(N)C=1C=NN2C1OCC2(C)C (S)-N'-(((R)-2-fluoro-1,2,3,5,6,7-hexahydro-s-indacen-4-yl)carbamoyl)-3,3-dimethyl-2,3-dihydropyrazolo[5,1-b]oxazole-7-sulfonimidamide